C1(CC1)C1=NOC(=C1)C(=O)O 3-cyclopropyl-1,2-oxazole-5-carboxylic acid